NCCCC[C@@H](C(COC1=C(C=CC=C1)F)=O)NC(=O)C1CCCC1 (S)-N-(7-amino-1-(2-fluorophenoxy)-2-oxohept-3-yl)cyclopentanecarboxamide